6-fluoro-2-(trifluoromethyl)quinolin-4-ol ethyl-7-bromo-6-chloro-3-(3-((3-methoxynaphthalen-1-yl)oxy)propyl)-1H-indole-2-carboxylate C(C)N1C(=C(C2=CC=C(C(=C12)Br)Cl)CCCOC1=CC(=CC2=CC=CC=C12)OC)C(=O)OC1=CC(=NC2=CC=C(C=C12)F)C(F)(F)F